1-(3-cyclopropylbenzyl)-4-(propane-1-yn-1-yl)-1H-indazole-7-carboxamide C1(CC1)C=1C=C(CN2N=CC3=C(C=CC(=C23)C(=O)N)C#CC)C=CC1